2-(azetidin-3-ylmethyl)-4-[3-(3,5-dimethylphenyl)pyrrolo[2,3-b]pyrazin-5-yl]benzoic acid N1CC(C1)CC1=C(C(=O)O)C=CC(=C1)N1C=CC=2C1=NC(=CN2)C2=CC(=CC(=C2)C)C